ClC=1C=C2C(=CN1)OCC2 5-chloro-2,3-dihydrofuro[2,3-c]pyridine